COC1=CC2=C(C(N=C2C=C1OC)=O)CCCCC(=O)NCC1=CC=C(C=C1)C(C)C 5-(5,6-dimethoxy-2-oxoindol-3-yl)-N-(4-isopropylbenzyl)pentanamide